HYDROCINNAMATE C(CCC1=CC=CC=C1)(=O)[O-]